O=C1CC(CN1)C(=O)NCC1=CC=C(C=C1)NC1=CC=C(C=C1)C1CCC(CC1)C(F)(F)F 5-Oxo-N-(4-((4-(4-(trifluoromethyl)cyclohexyl)phenyl)amino)benzyl)pyrrolidine-3-carboxamide